NC=1C(=C(C(=C(C1C)C)N)N)N diaminoxylenediamine